(3,5-diethylthiophen-2-yl)-1-[(1-methyl-1H-pyrazol-4-yl)(1-methylpiperidin-3-yl)sulfamoyl]urea C(C)C1=C(SC(=C1)CC)N(C(=O)N)S(N(C1CN(CCC1)C)C=1C=NN(C1)C)(=O)=O